1-(3-((tert-butyldimethylsilyl)oxy)propyl)-1H-pyrazole-4-carboxylic acid ethyl ester C(C)OC(=O)C=1C=NN(C1)CCCO[Si](C)(C)C(C)(C)C